4-[5-Amino-3-(4-bromophenyl)-4-cyano-pyrazol-1-yl]cyclohexanecarboxylic acid ethyl ester C(C)OC(=O)C1CCC(CC1)N1N=C(C(=C1N)C#N)C1=CC=C(C=C1)Br